CC=1C=C(C2=C(N=C(S2)NC(=O)C2CCN(CC2)C(=O)OC(C)(C)C)C1)C tert-butyl 4-((5,7-dimethylbenzo[d]thiazol-2-yl)carbamoyl)piperidine-1-carboxylate